1-phenethyl-N-(pyridin-3-yl)-9H-pyrido[3,4-b]indol-3-amide C(CC1=CC=CC=C1)C1=NC(=CC2=C1NC1=CC=CC=C21)C(=O)NC=2C=NC=CC2